bicyclo[4.2.0]oct-1,3,5-triene C12=CC=CC=C2CC1